{4-[3-(4-fluorophenyl)-1-(2-hydroxy-2-methylpropyl)-1H-pyrazol-4-yl]furo[2,3-d]pyrimidin-6-yl}pyridin-2-ol FC1=CC=C(C=C1)C1=NN(C=C1C=1C2=C(N=CN1)OC(=C2)C=2C(=NC=CC2)O)CC(C)(C)O